3-(4-bromo-3-methoxyphenoxy)tetrahydrofuran trans-tert-Butyl-N-[4-hydroxy-4-methyl-tetrahydrofuran-3-yl]carbamate C(C)(C)(C)OC(N[C@@H]1COC[C@@]1(C)O)=O.BrC1=C(C=C(OC2COCC2)C=C1)OC